Cl.O=C1NC(CCC1C1(C(C(=O)N)C=CC(=C1)N1CCNCC1)F)=O 2-(2,6-dioxopiperidin-3-yl)-2-fluoro-4-(piperazine-1-yl)benzamide hydrochloride